C1(CC1)C1=NN=C2N1N=C(C=C2NCC2=NC=CC=C2)NCC=2SC=CC2 3-cyclopropyl-N8-(pyridin-2-ylmethyl)-N6-(thiophen-2-ylmethyl)-[1,2,4]triazolo[4,3-b]pyridazine-6,8-diamine